iodoacetic acid, iodoamide INC(CI)=O